C([C@H]([C@H](CO)O)O)O (2R,3S)-Butane-1,2,3,4-tetrol